OC1=CC=C(C=C1)[C@@H](C)C1=CC=C(C=N1)OC1CC(C1)NC(OC(C)(C)C)=O tert-butyl ((1r,3r)-3-((6-(1-(4-hydroxylphenyl)ethyl)pyridin-3-yl)oxy)cyclobutyl)carbamate